[Si](C1=CC=CC=C1)(C1=CC=CC=C1)(C(C)(C)C)OC1C(C2=C(C=NC=3N2N=C(C3)Cl)C1C#N)(C)C 7-((tert-butyldiphenylsilyl)oxy)-2-chloro-8,8-dimethyl-7,8-dihydro-6H-cyclopenta[e]pyrazolo[1,5-a]pyrimidine-6-carbonitrile